C(C)(C)N1N=C(C=C1)C1=C(C2=C(N=C(N=C2N2CC(OCC2)COC)C=2N(C=CN2)C)S1)C 4-(6-(1-Isopropyl-1H-pyrazol-3-yl)-5-methyl-2-(1-methyl-1H-imidazol-2-yl)thieno[2,3-d]pyrimidin-4-yl)-2-(methoxymethyl)morpholine